C1(CC1)C=1C(=NN(C1NC(OCC(F)F)=O)C)C1CC(C1)(F)F 2,2-difluoroethyl (4-cyclopropyl-3-(3,3-difluorocyclobutyl)-1-methyl-1H-pyrazol-5-yl)carbamate